6-methoxy-3-methyl-1,2-benzoxazole COC1=CC2=C(C(=NO2)C)C=C1